C(C)(C)(C)N(C(O)=O)CC=1NC2=CC(=C(C=C2C1)C)C(NC1(CC1)C1=CC=CC2=CC=CC=C12)=O.[N+](=O)([O-])C=1C=C(C=C(C1)C#C[Si](C)(C)C)C(C)=O 1-(3-nitro-5-((trimethylsilyl)ethynyl)phenyl)ethanone tert-butyl((5-methyl-6-((1-(naphthalen-1-yl)cyclopropyl)carbamoyl)-1H-indol-2-yl)methyl)carbamate